N'-(2,5-dimethyl-4-(5-(trifluoromethyl)-1H-indole-1-carbonyl)phenyl)-N-ethyl-N-methylformamidine CC1=C(C=C(C(=C1)C(=O)N1C=CC2=CC(=CC=C12)C(F)(F)F)C)N=CN(C)CC